(Z)-2-(5-cyclohexyl-2-methyl-phenoxy)-3-methoxy-prop-2-enoate C1(CCCCC1)C=1C=CC(=C(O\C(\C(=O)[O-])=C/OC)C1)C